(4-((4-(3-(2,4-dioxotetrahydropyrimidin-1(2H)-yl)benzoyl)piperazin-1-yl)methyl)piperidin-1-yl)carbamate O=C1N(CCC(N1)=O)C=1C=C(C(=O)N2CCN(CC2)CC2CCN(CC2)NC([O-])=O)C=CC1